[C@H]12N(C[C@H](NC1)C2)C2=CC=CC=1N(C(N(C12)C)=O)C1C(NC(CC1)=O)=O 3-[4-[(1R,4R)-2,5-diazabicyclo[2.2.1]heptan-2-yl]-3-methyl-2-oxo-benzimidazol-1-yl]piperidine-2,6-dione